(E)-1-(2,4-Dihydroxyphenyl)-3-(3-methoxy-4-phenylmethoxyphenyl)prop-2-en-1-one OC1=C(C=CC(=C1)O)C(\C=C\C1=CC(=C(C=C1)OCC1=CC=CC=C1)OC)=O